C(C)(C)(C)NS(=O)(=O)C=1C=C(C=CC1)NC(C1=C(N=C(C=C1)F)N1CCC2(CC2)CC1)=O N-(3-(N-(tert-Butyl)sulfamoyl)phenyl)-6-fluoro-2-(6-azaspiro[2.5]octan-6-yl)nicotinamide